7-(4-aminophenyl)-N-(4-morpholinophenyl)thieno[3,2-d]pyrimidin-2-amine NC1=CC=C(C=C1)C1=CSC2=C1N=C(N=C2)NC2=CC=C(C=C2)N2CCOCC2